N-((5-methyl-[1,2,4]triazolo[1,5-c]quinazolin-2-yl)methyl)-2-(trifluoromethoxy)benzamide CC1=NC=2C=CC=CC2C=2N1N=C(N2)CNC(C2=C(C=CC=C2)OC(F)(F)F)=O